1-cyclopropyl-6-fluoro-7-(2-hydroxyethoxy)-3-({[(3S)-1-(6-methylpyridin-3-yl)piperidin-3-yl][(2-methylpyridin-4-yl)methyl]amino}methyl)-1,4-dihydroquinolin-4-one C1(CC1)N1C=C(C(C2=CC(=C(C=C12)OCCO)F)=O)CN(CC1=CC(=NC=C1)C)[C@@H]1CN(CCC1)C=1C=NC(=CC1)C